7-benzyl-2-(3-(4-chloro-2-fluorophenyl)pyrrolidin-1-yl)-5,6,7,8-tetrahydro-1,7-naphthyridine C(C1=CC=CC=C1)N1CCC=2C=CC(=NC2C1)N1CC(CC1)C1=C(C=C(C=C1)Cl)F